C(=O)[O-].[Al+3].C(=O)[O-].C(=O)[O-] ALUMINIUM FORMATE